4-aminomethyl-2-(4-methylphenyl)oxazol NCC=1N=C(OC1)C1=CC=C(C=C1)C